(3R)-3-((4-((5-fluoroquinolin-6-yl)amino)-7-(1-methyl-1H-pyrazol-4-yl)quinazolin-5-yl)oxy)-2-(methoxymethyl)butan-1-ol FC1=C2C=CC=NC2=CC=C1NC1=NC=NC2=CC(=CC(=C12)O[C@@H](C(CO)COC)C)C=1C=NN(C1)C